CN1N=NC2=C1C=CC(=C2)CNC(=O)[C@H]2N(C[C@@H](C2)CC2CCC1(CC1)CC2)C(=O)OC(=O)N2CC(CCC2)C(=O)N2CCCC2 [(2S,4R)-2-[(1-methylbenzotriazol-5-yl)methylcarbamoyl]-4-(spiro[2.5]octan-6-ylmethyl)pyrrolidine-1-carbonyl]-3-(pyrrolidine-1-carbonyl)piperidine-1-carboxylate